CNC=1C=NC=C(C(=O)N2CC[C@@H](C2)OCC=2C=NC(=CC2)C(F)(F)F)C1 (3S,4S)-1-(5-(methylamino)nicotinoyl)-4-((6-(trifluoromethyl)pyridin-3-yl)methoxy)pyrrolidin